6-bromo-3-nitro-1H-pyrrolo[3,2-b]pyridine BrC=1C=C2C(=NC1)C(=CN2)[N+](=O)[O-]